(3,3-dimethyl)pentamethylene glycol CC(CCO)(CCO)C